4-(3-aminophenoxy)phthalonitrile NC=1C=C(OC=2C=C(C(C#N)=CC2)C#N)C=CC1